CC1C(C1)(C1=CC(=C(C=C1)F)C(F)(F)F)N(C([O-])=O)CC(C)(C)NC(C)=O.C(=O)(O)C1=CC=C(C=C1)C1=C2C=CC(C(=C3C=CC(=C(C=4C=CC(=C(C5=CC=C1N5)C5=CC=C(C=C5)C(=O)O)N4)C4=CC=C(C=C4)C(=O)O)N3)C3=CC=C(C=C3)C(=O)O)=N2.[Cu+2].CC2C(C2)(C2=CC(=C(C=C2)F)C(F)(F)F)N(C([O-])=O)CC(C)(NC(C)=O)C copper tetra-(4-carboxyphenyl)porphyrin methyl-(2-acetamido-2-methylpropyl)(1-(4-fluoro-3-(trifluoromethyl)phenyl)cyclopropyl)carbamate